1-[2-(3-hydroxypropoxy)ethyl]-4-methyl-1H-benzotriazol OCCCOCCN1N=NC2=C1C=CC=C2C